C(#N)/C(/C(=O)NC1=CC=C(C=C1)S(NC=1C(=NOC1C)C)(=O)=O)=C(\C=1C=NOC1C)/O (Z)-2-cyano-N-(4-(N-(3,5-dimethylisoxazol-4-yl)sulfamoyl)phenyl)-3-hydroxy-3-(5-methylisoxazol-4-yl)acrylamide